1,4-diphenylpropylpiperazine C1(=CC=CC=C1)C(CC)N1CCN(CC1)C1=CC=CC=C1